C1(CC1)CN1N=C(C(=C1NC1=NC=NC(=C1)N1N=C(C(=C1C)[C@@H](C)OC)C)OC)C1=CC=C(C#N)C=C1 |r| (±)-4-{1-(cyclopropylmethyl)-4-methoxy-5-[(6-{4-[1-methoxyethyl]-3,5-dimethyl-1H-pyrazol-1-yl}pyrimidin-4-yl)amino]-1H-pyrazol-3-yl}benzonitrile